C1(=CC=C2C=CC=C12)[GeH]1C=CC=C1.[Ge] germanium pentalenyl-(Germole)